BrC1=C(C=CC(=C1)C(C)(C)C)C1=CC=C(C=C1)C(C)(C)C 2-bromo-4,4'-di-tert-butylbiphenyl